2-((3-mono(6-chloro-7-fluoro-3-(1H-imidazol-1-yl)-5-methoxy-1-methyl-1H-indol-2-yl)-1H-1,2,4-triazol-5-yl)oxy)ethan-1-ol ClC1=C(C=C2C(=C(N(C2=C1F)C)C1=NNC(=N1)OCCO)N1C=NC=C1)OC